[Mo].[W].[Cu].[Co].[Pt] platinum-cobalt-copper-tungsten-molybdenum